2-(6-Chloro-pyridin-3-yl)-pentanoic Acid (5-bromo-pyridin-2-yl)-amide BrC=1C=CC(=NC1)NC(C(CCC)C=1C=NC(=CC1)Cl)=O